5-(1H-pyrazol-4-yl)-2-[7-(1,2,3,6-tetrahydropyridin-1-ium-4-yl)-5H-pyrrolo[3,2-c]pyridazin-3-yl]phenol hydrochloride Cl.N1N=CC(=C1)C=1C=CC(=C(C1)O)C1=CC2=C(N=N1)C(=CN2)C=2CC[NH2+]CC2